3-(4-(hydroxymethyl)pyrimidin-2-yl)imidazole OCC1=NC(=NC=C1)N1C=NC=C1